CC(CN(C1=NC=CC(=N1)C#N)CC1=CC=C(C=C1)C=1SC(=CC1)C)(C)C 2-[(2,2-dimethylpropyl){[4-(5-methylthiophene-2-yl)phenyl]methyl}amino]pyrimidine-4-carbonitrile